amino-4-methoxypyrrolidine NN1CCC(C1)OC